NC=1C=C(C(=O)NC2=C(C=C(C=C2)F)CC(=O)OC(C)(C)C)C=CC1N1CCC(CC1)C#N tert-butyl 2-(2-(3-amino-4-(4-cyanopiperidin-1-yl)benzamido)-5-fluorophenyl)acetate